BrC=1N(C=C(N1)C(F)F)C(C)C 2-bromo-4-(difluoromethyl)-1-isopropyl-1H-imidazole